C1CCC2=C(C=CC=C12)N1C(SCC1=O)=N 3-(2,3-dihydro-1H-inden-4-yl)-2-iminothiazolidin-4-one